CN1N=CC=2C1=NC(=NC2)NC2=CC=C(C=C2)S(=O)(=O)C=C 1-methyl-N-(4-(vinylsulfonyl)phenyl)-1H-pyrazolo[3,4-d]pyrimidin-6-amine